6-fluoro-N-((3R,4S)-3-fluoro-1-(3-methyloxetan-3-yl)piperidin-4-yl)-4-methoxy-5-(quinoxalin-6-yl)pyrrolo[2,1-f][1,2,4]triazin-2-amine FC=1C(=C2C(=NC(=NN2C1)N[C@@H]1[C@@H](CN(CC1)C1(COC1)C)F)OC)C=1C=C2N=CC=NC2=CC1